Potassium (2S,5R,6R)-3,3-dimethyl-7-oxo-6-(2-phenylacetamido)4-thia-1-azabicyclo[3.2.0]heptane-2-carboxylate CC1([C@@H](N2C([C@H]([C@H]2S1)NC(CC1=CC=CC=C1)=O)=O)C(=O)[O-])C.[K+]